NC1=NC=2C=CC(=CC2C2=C1COC2)C(=O)N2[C@@H](COCC2)C2=CC(=CC=C2)Cl (4-amino-1,3-dihydrofuro[3,4-c]quinolin-8-yl)-[(3R)-3-(3-chlorophenyl)morpholin-4-yl]methanone